2-fluoro-4-(4-(3-(8-fluoro-1-oxo-1,2-dihydroisoquinolin-3-yl)propanoyl)piperazin-1-yl)benzonitrile FC1=C(C#N)C=CC(=C1)N1CCN(CC1)C(CCC=1NC(C2=C(C=CC=C2C1)F)=O)=O